tetraoxo-3-oxa-5,8,11,14-tetraazahexadecan O=C(NC(OC(C=O)=O)=O)CNCCNCCNCC